FC=1C=C(C=NC1N1C=NC(=C1)C1(S(CCC1)(=O)=O)C)NC(C(C)N1N=C(C=C1C)C(F)(F)F)=O N-(5-fluoro-6-(4-(2-methyl-1,1-dioxidotetrahydrothiophen-2-yl)-1H-imidazol-1-yl)pyridin-3-yl)-2-(5-methyl-3-(trifluoromethyl)-1H-pyrazol-1-yl)propanamide